CC1(C(N(C2=NC=CC(=C21)B2OC(C(O2)(C)C)(C)C)C2OCCCC2)=O)C 3,3-dimethyl-1-tetrahydropyran-2-yl-4-(4,4,5,5-tetramethyl-1,3,2-dioxaborolan-2-yl)pyrrolo[2,3-b]pyridin-2-one